BrC1=CC=C(C=C1)NS(=O)(=O)C=1C=C(C=CC1)NC(=O)C=1C=NN(C1)C N-(3-(N-(4-bromophenyl)sulfamoyl)phenyl)-1-methyl-1H-pyrazole-4-carboxamide